1-(4-(4-Chlorophenoxy)-2-(trifluoromethyl)phenyl)-2-methylpropan-1-one ClC1=CC=C(OC2=CC(=C(C=C2)C(C(C)C)=O)C(F)(F)F)C=C1